2-naphthylmethyl ether C1=C(C=CC2=CC=CC=C12)OC